(4R)-4-amino-1-[4-[4-[6-chloro-4-[[(2S)-1,4-dioxan-2-yl]-difluoro-methyl]-2-pyridinyl]piperazin-1-yl]sulfonylphenyl]pyrrolidin-2-one N[C@@H]1CC(N(C1)C1=CC=C(C=C1)S(=O)(=O)N1CCN(CC1)C1=NC(=CC(=C1)C(F)(F)[C@H]1OCCOC1)Cl)=O